N-[(2R,3S)-3-(4-amino-3-fluorophenyl)-1-(4-methylpiperazin-1-yl)-1-oxobutan-2-yl]propenamide NC1=C(C=C(C=C1)[C@@H]([C@H](C(=O)N1CCN(CC1)C)NC(C=C)=O)C)F